(S)-8-fluoro-4-((1S,7S,8S)-8-fluoro-5-oxa-2-azabicyclo[5.1.0]octan-2-yl)-2-(((2R,7aS)-2-fluorotetrahydro-1H-pyrrolizin-7a(5H)-yl)methoxy-d2)-6-(trifluoromethyl)quinazolin FC=1C=C(C=C2C(=NC(=NC12)OC([2H])([2H])[C@]12CCCN2C[C@@H](C1)F)N1[C@@H]2[C@H]([C@@H]2COCC1)F)C(F)(F)F